COC=1C=C2N(CCN(C2=CC1)C(=O)OC(C)(C)C)C(C=CC1=CC=C(C=C1)F)=O tert-butyl 6-methoxy-4-[3-(4-fluorophenyl)-1-oxoprop-2-enyl]-1,2,3,4-tetrahydroquinoxaline-1-carboxylate